5-(3-Chlorophenyl)-6-(4-chlorophenyl)-3-methyltetrahydro-2H-pyran-2-one ClC=1C=C(C=CC1)C1CC(C(OC1C1=CC=C(C=C1)Cl)=O)C